CSC=1C=CC(=NC1C1=CC=C(C=C1)OC(F)(F)F)NC1=CC=C(C(=O)N)C=C1 4-((5-(methylthio)-6-(4-(trifluoromethoxy)phenyl)pyridin-2-yl)amino)benzamide